N-(1-ethylpiperidin-4-yl)-N-methyl-5-(1-phenyl-1H-pyrazol-4-yl)-1H-pyrrole-2-carboxamide C(C)N1CCC(CC1)N(C(=O)C=1NC(=CC1)C=1C=NN(C1)C1=CC=CC=C1)C